C(C)(C)(C)OC(=O)N1N=CC(=C1)C=1C=NC2=NC=C(C(=C2C1)NC(C)C)C#N 4-(6-cyano-5-(isopropylamino)-1,8-naphthyridin-3-yl)-1H-pyrazole-1-carboxylic acid tert-butyl ester